(R)-2-chloro-4-((1-(hydroxymethyl-d2)cyclobutyl)amino)-6,7-dihydrothieno[3,2-d]pyrimidine ClC=1N=C(C2=C(N1)CCS2)NC2(CCC2)C([2H])([2H])O